tert-butyl 4-(4-methyl-3-((1-(3-(1-methyl-1H-pyrazol-4-yl)-5-(thiophen-2-yl)phenyl)ethyl)carbamoyl)phenyl)piperazine-1-carboxylate CC1=C(C=C(C=C1)N1CCN(CC1)C(=O)OC(C)(C)C)C(NC(C)C1=CC(=CC(=C1)C=1SC=CC1)C=1C=NN(C1)C)=O